CC1=CC=C(C=C1)S(=O)(=O)OCC1CC(C1)O[Si](C)(C)C(C)(C)C ((1s,3s)-3-((tert-butyldimethylsilyl)oxy)cyclobutyl)methyl 4-methylbenzenesulfonate